CN(C(=O)C1=NNC(=C1)CNC(OC(C)(C)C)=O)C tert-butyl N-[[3-(dimethylcarbamoyl)-1H-pyrazol-5-yl]methyl]carbamate